COC1=C(C=C(C=C1)C(C=C)=O)OC 1,2-dimethoxy-4-(2-propenoyl)benzene